NC(C(=O)O)CC anti-alpha-aminobutyric acid